N-(5-cyclopropyl-1H-pyrazol-3-yl)-2-(6-(6-((5-methylpyridin-2-yl)methyl)-3,6-diazabicyclo[3.1.1]heptan-3-yl)pyridin-3-yl)quinazolin-4-amine C1(CC1)C1=CC(=NN1)NC1=NC(=NC2=CC=CC=C12)C=1C=NC(=CC1)N1CC2N(C(C1)C2)CC2=NC=C(C=C2)C